BrC1=CC2=CN(N=C2C=C1)CC#N 2-(5-bromoindazol-2-yl)acetonitrile